N,N'-bis(3,4-dimethylphenyl)benzoylhydrazine CC=1C=C(C=CC1C)N(NC1=CC(=C(C=C1)C)C)C(C1=CC=CC=C1)=O